CS(=O)(=O)[O-].[Pd+2].CS(=O)(=O)[O-] palladium(II) methansulfonat